(R)-5-methyl-5-{4-[4-(1,4,6-trimethyl-1H-indazol-3-yl)piperidine-1-carbonyl]phenyl}imidazolidine-2,4-dione C[C@]1(C(NC(N1)=O)=O)C1=CC=C(C=C1)C(=O)N1CCC(CC1)C1=NN(C2=CC(=CC(=C12)C)C)C